ClC=1C(=NC=CC1)CO (3-chloro-2-pyridinyl)methanol